8-((4,6-dimethylpyridin-3-yl)sulfonyl)-3-(2-oxa-7-azaspiro[4.4]non-7-yl)-1-oxa-8-azaspiro[4.5]decane trifluoroacetate FC(C(=O)O)(F)F.CC1=C(C=NC(=C1)C)S(=O)(=O)N1CCC2(CC(CO2)N2CC3(CCOC3)CC2)CC1